1-(4-bromo-5-ethyl-1-methyl-1H-pyrazol-3-yl)-3-(morpholin-4-yl)propan-1-one BrC=1C(=NN(C1CC)C)C(CCN1CCOCC1)=O